C(C1=CC=CC=C1)OC1=C(N=C2N(C1=O)CCC2)C(=O)O 3-(benzyloxy)-4-oxo-6H,7H,8H-pyrrolo[1,2-a]pyrimidine-2-carboxylic acid